OC(CN)(C)N 2-Hydroxypropylendiamin